4-{5-[4-(4-methyl-5-{[3-(trifluoromethyl)phenoxy]methyl}-4H-1,2,4-triazol-3-yl)phenyl]-1,3,4-oxadiazol-2-yl}piperidine CN1C(=NN=C1COC1=CC(=CC=C1)C(F)(F)F)C1=CC=C(C=C1)C1=NN=C(O1)C1CCNCC1